C1([C@@H](O)[C@@H](O)[C@@H]([C@H](O)C(=O)O)O1)=O mannaro-1,4-lactone